ClC=1C(=CC(=NC1)C1(CC(C1)(F)F)C#N)I 1-(5-chloro-4-iodopyridin-2-yl)-3,3-difluoro-cyclobutanecarbonitrile